ethyl 2-[(4-fluoropyridin-2-yl) methyl]-8-methyl-4,5-dihydro-2H-furo[2,3-g]indazole-7-carboxylate FC1=CC(=NC=C1)CN1N=C2C3=C(CCC2=C1)OC(=C3C)C(=O)OCC